OC=1C(=CC2=CC=CC=C2C1)C(=O)[O-].[NH4+].CNC[C@H](O)[C@@H](O)[C@H](O)[C@H](O)CO N-methylglucamine ammonium salt 3-hydroxy-2-naphthoate